(S)-2-(4-(2-acetyl-5-chlorophenyl)-3-methoxy-6-oxopyridazin-1(6H)-yl)-3-phenyl-N-(4-sulfamoylphenyl)propionamide silicon [Si].C(C)(=O)C1=C(C=C(C=C1)Cl)C=1C(=NN(C(C1)=O)[C@H](C(=O)NC1=CC=C(C=C1)S(N)(=O)=O)CC1=CC=CC=C1)OC